(2R,3R,4S,5R,6S)-2-(acetylmethyl)-6-bromoethyl-2H-pyran C(C)(=O)C[C@H]1OC(=CC=C1)CCBr